2-(1-aminopyridin-1-ium-3-yl)-3,3,3-trideuterio-2-(trideuteriomethyl)propanenitrile N[N+]1=CC(=CC=C1)C(C#N)(C([2H])([2H])[2H])C([2H])([2H])[2H]